CN(C)CC=1C=C(C=C(C1)OCCCCCC(CCCCCCCCC(=O)[O-])CCCCCCCC(=O)[O-])OCCCCCC(CCCCCCCCC(=O)[O-])CCCCCCCC(=O)[O-] (((5-((dimethylamino)methyl)-1,3-phenylene)bis(oxy))bis(butane-4,1-diyl))bis(propane-3,2,1-triyl)tetraoctanoate